N-(2-methoxy-4-(4-methylpiperazin-1-yl)phenyl)-4-(3-phenylisoxazolidin-2-yl)-5-(trifluoromethyl)pyrimidin-2-amine COC1=C(C=CC(=C1)N1CCN(CC1)C)NC1=NC=C(C(=N1)N1OCCC1C1=CC=CC=C1)C(F)(F)F